2-[[4-[3-[(4-chloro-2-fluoro-phenyl)methoxy]-4-fluoro-phenyl]-2-fluoro-phenyl]methyl]benzimidazole-5-carboxylic acid ClC1=CC(=C(C=C1)COC=1C=C(C=CC1F)C1=CC(=C(C=C1)CC=1NC2=C(N1)C=CC(=C2)C(=O)O)F)F